C[C@@]1(N(CCNC1)C(=O)OC(C)(C)C)C(=O)OCC(SC1=CC=C(C=C1)C)(F)F 2,2-difluoro-2-(p-methylphenylsulfanyl)ethan-1-ol Methyl-(S)-1-Boc-piperazine-2-carboxylate